3-(benzyloxy)-1H-pyrazole-4-carboxylic acid ethyl ester C(C)OC(=O)C=1C(=NNC1)OCC1=CC=CC=C1